((1S,3'R,4'S,5'S,6'R)-5-chloro-3',4',5'-trihydroxy-6'-methyl-3',4',5',6'-tetrahydro-3H-spiro[isobenzofuran-1,2'-pyran]-6-yl)(5-ethylthiophene-2-yl)ketone ClC=1C=C2CO[C@]3(O[C@@H]([C@H]([C@@H]([C@H]3O)O)O)C)C2=CC1C(=O)C=1SC(=CC1)CC